N=O azaneOne